NC=1C=2N(C(=CN1)Cl)C(=NC2C2=C(C=C(C=C2)NC(C(C2=CC(=CC=C2)C(F)(F)F)O)=O)F)C([2H])([2H])[2H] N-[4-[8-amino-5-chloro-3-(trideuteriomethyl)imidazo[1,5-a]pyrazin-1-yl]-3-fluoro-phenyl]-2-hydroxy-2-[3-(trifluoromethyl)phenyl]acetamide